6-chloro-4-[4-[4-(1,3-dioxolan-2-yl)-1-piperidyl]pyrazol-1-yl]pyridazin-3-amine ClC1=CC(=C(N=N1)N)N1N=CC(=C1)N1CCC(CC1)C1OCCO1